C1(=CCCCC1)C=1C(=NN2C1NC(=C(C2=O)C2=CC=C(C=C2)OC)C)C2=CC=CC=C2 3-cyclohexenyl-6-(4-methoxyphenyl)-5-methyl-2-phenylpyrazolo[1,5-a]pyrimidin-7(4H)-one